4-{3-(cyanomethyl)-3-[3-(7H-pyrrolo[2,3-d]pyrimidin-4-yl)-1H-pyrrol-1-yl]azetidin-1-yl}-N-(2-methoxyphenyl)piperidine-1-carboxamide C(#N)CC1(CN(C1)C1CCN(CC1)C(=O)NC1=C(C=CC=C1)OC)N1C=C(C=C1)C=1C2=C(N=CN1)NC=C2